C1CC(=O)N(C1=O)OC(=O)NC2=CC3=C(C=C2)N=CC=C3 6-aminoquinolyl-N-hydroxysuccinimidyl carbamate